FC1=C(C=CC(=C1F)C=1C(=NNC1)C)C1=CN=C(N1C)C(=O)N 5-(2,3-difluoro-4-(3-methyl-1H-pyrazol-4-yl)phenyl)-1-methyl-1H-imidazole-2-carboxamide